1-(tert-butyl) 2-methyl (R)-4-methylenepiperidine-1,2-dicarboxylate C=C1C[C@@H](N(CC1)C(=O)OC(C)(C)C)C(=O)OC